O[C@@H]1C[C@H](N(C1)C([C@H](C(C)(C)C)NC(CCC(=O)OC(C)(C)C)=O)=O)C(NCC1=CC=C(C=C1)C1=C(N=CS1)C)=O Tert-butyl 4-(((S)-1-((2S,4R)-4-hydroxy-2-((4-(4-methylthiazol-5-yl) benzyl) carbamoyl)pyrrolidin-1-yl)-3,3-dimethyl-1-oxobutan-2-yl)amino)-4-oxobutanoate